oxo-2,3-dihydropyrimidin O=C1N=CC=CN1